N1(N=NN=C1)C=1C=C(C=CC1)O 3-(1H-tetrazol-1-yl)phenol